N1,N1-Bis(8-((Z)-non-2-en-1-yl)oxy-8-oxooctyl)hexane-1,6-diamine C(\C=C/CCCCCC)OC(CCCCCCCN(CCCCCCN)CCCCCCCC(OC\C=C/CCCCCC)=O)=O